OC1=C(C=CC=C1)C1=CC2=C(N=N1)NC1=C2[C@H](N(CC1)C1=NC=C(C=N1)C1CCN(CC1)C1CC2(C1)CCN(CC2)C(=O)OC(C)(C)C)C (R)-tert-butyl 2-(4-(2-(3-(2-hydroxyphenyl)-5-methyl-7,8-dihydro-5H-pyrido[3',4':4,5]pyrrolo[2,3-c]pyridazin-6(9H)-yl)pyrimidin-5-yl)piperidin-1-yl)-7-azaspiro[3.5]nonane-7-carboxylate